C(C)(C)O[Si](OC1=C(C=C(C=C1)C(C)(C)C1=CC(=C(C=C1)O[Si](OC(C)C)(OC(C)C)OC(C)C)NC(C1=CC=C(C=C1)N)=O)NC(C1=CC=C(C=C1)N)=O)(OC(C)C)OC(C)C 2,2-bis(4-(triisopropoxysiloxy)-3-(4-aminobenzoylamino)phenyl)propane